4-(2,6-difluorobenzyl)-2-(4-((1-methyl-5-oxo-1,5-dihydro-4H-1,2,4-triazol-4-yl)methyl)phenyl)-2,4-dihydro-3H-1,2,4-triazol-3-one FC1=C(CN2C(N(N=C2)C2=CC=C(C=C2)CN2C=NN(C2=O)C)=O)C(=CC=C1)F